tert-butyl (1-hydroxy-2-(5H-imidazo[5,1-a]isoindol-5-yl)spiro[3.5]nonan-7-yl)carbamate OC1C(CC12CCC(CC2)NC(OC(C)(C)C)=O)C2N1C(C3=CC=CC=C23)=CN=C1